ClC1=C(C(=C(C=2OC3=CC(=C(C=C3OC12)Cl)Cl)Cl)Cl)Cl 1,2,3,4,7,8-hexachlorooxanthrene